2-[4-bromo-1-oxo-6-(1,1,1-trifluoropropan-2-yl)phthalazin-2-yl]-N-(5-fluoropyrimidin-4-yl)acetamide BrC1=NN(C(C2=CC=C(C=C12)C(C(F)(F)F)C)=O)CC(=O)NC1=NC=NC=C1F